2-benzyl-4-hydroxy-9H-pyrido[2',3':4,5]pyrrolo[2,3-d]pyrimidine-7-carboxylic acid methyl ester COC(=O)C1=CC2=C(C3=C(N=C(N=C3O)CC3=CC=CC=C3)N2)N=C1